2,2'-thiodiethanamine S(CCN)CCN